1-vinyl-3-octyl-imidazole C(=C)N1CN(C=C1)CCCCCCCC